(3ar,4r,6ar)-1-benzyl-4-methyl-octahydro-pyrrolo[3,4-b]pyrrole C(C1=CC=CC=C1)N1[C@@H]2[C@H](CC1)[C@H](NC2)C